(1H-imidazo[4,5-c]pyridin-2-yl)methanamine hydrochloride Cl.N1C(=NC=2C=NC=CC21)CN